(S)-2-(benzylamino)-3-((tert-butyldiphenylsilyl)oxy)propan-1-ol C(C1=CC=CC=C1)N[C@@H](CO)CO[Si](C1=CC=CC=C1)(C1=CC=CC=C1)C(C)(C)C